C1(C=CC(N1[NH-])=O)=O maleimido-amide